1-(2-(bis(4-methoxybenzyl)amino)pyridin-3-yl)ethane-1-one COC1=CC=C(CN(C2=NC=CC=C2C(C)=O)CC2=CC=C(C=C2)OC)C=C1